1-(3-((6-amino-8-bromo-2-fluoro-9H-purin-9-yl)methyl)phenethyl)-5-(hydroxymethyl)pyridin-2(1H)-one NC1=C2N=C(N(C2=NC(=N1)F)CC=1C=C(CCN2C(C=CC(=C2)CO)=O)C=CC1)Br